di-tert-butyl-(2',4',6'-triisopropyl-3,6-dimethoxy-[1,1'-biphenyl]) C(C)(C)(C)C=1C(=C(C(=C(C1C(C)C)C1=CC(=CC=C1OC)OC)C(C)C)C(C)(C)C)C(C)C